COC=1C(=C2C=CNC2=C(C1)C)CN1[C@H](C[C@@H](CC1)NC1COC1)C1=CC=C(C(=O)O)C=C1 |r| (+-)-trans-4-(1-((5-methoxy-7-methyl-1H-indol-4-yl)methyl)-4-(oxetan-3-ylamino)piperidin-2-yl)benzoic acid